C(CC(O)(C(=O)[O-])CC(=O)[O-])(=O)[O-].[K+].[K+].[K+] TriPotassium Citrate